tert-Butyl ((1R,2R)-1-(7-((S)-1-(5,5-difluoro-2-oxotetrahydropyrimidin-1(2H)-yl)-2-methoxyethyl)imidazo[1,2-b]pyridazin-2-yl)-2-(((R)-1,1,1-trifluoropropan-2-yl)oxy)propyl)carbamate FC1(CNC(N(C1)[C@H](COC)C1=CC=2N(N=C1)C=C(N2)[C@H]([C@@H](C)O[C@@H](C(F)(F)F)C)NC(OC(C)(C)C)=O)=O)F